Nonafluoro-2-(4,4-dimethylpentan-2-yl)octylphosphonic acid FC(C(C(C(P(O)(O)=O)(F)F)(C(C)CC(C)(C)C)F)(F)F)CCCC(F)(F)F